N-((4-(((4,4-difluorocyclohexyl)methyl)amino)-3-nitrophenyl)sulfonyl)-2-(2,3-dihydropyrrolo[3',2':5,6]pyrido[2,3-b][1,4]oxazin-1(6H)-yl)benzamide Cadmium-Magnesium [Mg].[Cd].FC1(CCC(CC1)CNC1=C(C=C(C=C1)S(=O)(=O)NC(C1=C(C=CC=C1)N1C2=C(OCC1)N=C1C(=C2)C=CN1)=O)[N+](=O)[O-])F